C(C)(C)(C)OC(=O)N1CC2(C1)CN(C2)C2=CC1=C(N=C(N=C1N[C@H](C)C1=C(C(=CC=C1)C(C(C)(C)O)(F)F)F)C)N=C2 6-[4-({(1R)-1-[3-(1,1-difluoro-2-hydroxy-2-methylpropyl)-2-fluorophenyl]ethyl}amino)-2-methylpyrido[2,3-d]pyrimidin-6-yl]-2,6-diazaspiro[3.3]heptane-2-carboxylic acid tert-butyl ester